N-ethoxyl-perfluorooctyl-sulfonamide O(CC)NS(=O)(=O)C(C(C(C(C(C(C(C(F)(F)F)(F)F)(F)F)(F)F)(F)F)(F)F)(F)F)(F)F